ClC1=C(C=C(C(=C1)[N+](=O)[O-])F)F 1-chloro-2,4-difluoro-5-nitrobenzene